N-methyl-2-(4-isopropylphenyl)-3-(4-isopropylphenyl-azo)indole CN1C(=C(C2=CC=CC=C12)N=NC1=CC=C(C=C1)C(C)C)C1=CC=C(C=C1)C(C)C